[Mo].[C].[Re] rhenium carbon molybdenum